5-(5-methyl-2-piperidyl)-1H-benzimidazole CC1CCC(NC1)C1=CC2=C(NC=N2)C=C1